tert-butyl (2-(3-chloro-6,12-dioxo-6,12-dihydroindolo[2,1-b]quinazoline-8-carboxamido) ethyl)carbamate ClC1=CC=C2C(N3C(=NC2=C1)C(C1=CC(=CC=C13)C(=O)NCCNC(OC(C)(C)C)=O)=O)=O